C(C)(C)NCC(COC1=CC=C(C2=CC=CC=C12)C)O 1-isopropylamino-3-(4-methyl-1-naphthoxy)-2-propanol